C(C)OC(=O)C=1C=NN(C1C(C)=O)CC1=CC=C(C=C1)OC.N1CC(C1)NC(CCCC1=NC=2NCCCC2C=C1)=O N-(azetidin-3-yl)-4-(5,6,7,8-tetrahydro-1,8-naphthyridin-2-yl)butanamide Ethyl-5-acetyl-1-(4-methoxybenzyl)-1H-pyrazole-4-carboxylate